ClC1=CC=C2C=CN(C2=C1)C1=CC(=C(OCCCC(=O)O)C(=C1)F)F 4-[4-(6-Chloroindol-1-yl)-2,6-difluoro-phenoxy]Butyric acid